silacyclopentenyl-(silole) [Si]1(=CCCC1)[SiH]1C=CC=C1